(1-(4-Fluorobenzyl)-1H-imidazol-5-yl)methyl acetate C(C)(=O)OCC1=CN=CN1CC1=CC=C(C=C1)F